O=C1N(CC2=CC(=CC=C12)O[C@H]1[C@@H](CCCC1)N1CC(C1)C=1C=NC=CC1)C1C(NC(CC1)=O)=O 3-(1-oxo-5-(((1R,2R)-2-(3-(pyridin-3-yl)azetidin-1-yl)cyclohexyl)oxy)isoindolin-2-yl)piperidine-2,6-dione